2-(2,6-dioxo-3-piperidyl)-5-[4-[[1-[2-[(2S)-2-methyl-4-[6-[5-(1-methylcyclopropoxy)-1H-indazol-3-yl]pyrimidin-4-yl]piperazin-1-yl]ethyl]-4-piperidyl]methyl]piperazin-1-yl]isoindoline O=C1NC(CCC1N1CC2=CC=C(C=C2C1)N1CCN(CC1)CC1CCN(CC1)CCN1[C@H](CN(CC1)C1=NC=NC(=C1)C1=NNC2=CC=C(C=C12)OC1(CC1)C)C)=O